CC1=C(C=S)C=CC(=C1C)C=O 2,3-dimethylthioterephthalaldehyde